1-((4-chlorophenyl)sulfonyl)-3-(4-fluorophenyl)-5-(p-tolyl)-4,5-dihydro-1H-pyrazole ClC1=CC=C(C=C1)S(=O)(=O)N1N=C(CC1C1=CC=C(C=C1)C)C1=CC=C(C=C1)F